(hydroxyamino)-4-(2-hydroxyethyl)-1,3-dimethyl-4,5-dihydro-1H-pyrazol-5-one ONC1(C(=NN(C1=O)C)C)CCO